C(#N)C(C)C(C1=C(N=C(N1)C1=CC=CC=C1)COCCC#N)OCCC#N 1-cyanoethyl-2-phenyl-4,5-bis(2-cyanoethoxy)methyl-imidazole